N-[4-(3'-anilino-4'-oxo-1',4',5',7'-tetrahydrospiro[cyclobutane-1,6'-pyrrolo[3,2-c]pyridin]-2'-yl)pyridin-2-yl]-4,4-difluoro-2-(4-fluorophenyl)butanamide N(C1=CC=CC=C1)C1=C(NC2=C1C(NC1(C2)CCC1)=O)C1=CC(=NC=C1)NC(C(CC(F)F)C1=CC=C(C=C1)F)=O